ethyl 6-(thiazole-5-carbonyl)-2,6-diazaspiro[3.4]octane-8-carboxylate S1C=NC=C1C(=O)N1CC2(CNC2)C(C1)C(=O)OCC